2-(methylsulfonyl)-4-(trifluoromethyl)-N-(3-(trifluoromethyl)bicyclo[1.1.1]pentan-1-yl)benzamide CS(=O)(=O)C1=C(C(=O)NC23CC(C2)(C3)C(F)(F)F)C=CC(=C1)C(F)(F)F